(1-((1s,4s)-4-(6-Fluoroquinolin-4-yl)cyclohexyl)ethyl)-1H-imidazole-4-carboxylic acid methyl ester COC(=O)C=1N=CN(C1)C(C)C1CCC(CC1)C1=CC=NC2=CC=C(C=C12)F